5-acetyl-6-methyl-4-(4'-chlorophenyl)-3,4-dihydropyrimidin-2-one C(C)(=O)C=1C(NC(NC1C)=O)C1=CC=C(C=C1)Cl